4-Chloro-2-{5-[2-(2,6-difluorophenyl)propan-2-yl]-1,2-oxazol-3-yl}-6-[(1S)-1-[(2S,4S)-4-fluoro-1-methylpyrrolidin-2-yl]ethoxy]pyrimidine ClC1=NC(=NC(=C1)O[C@@H](C)[C@H]1N(C[C@H](C1)F)C)C1=NOC(=C1)C(C)(C)C1=C(C=CC=C1F)F